C(C)N(CCC=1C(=CC(NC1)=O)C(F)(F)F)CC 5-(2-(Diethylamino)ethyl)-4-(trifluoromethyl)pyridin-2(1H)-one